[Si](C)(C)(C(C)(C)C)OCC1=CC(=NC2=CC(=CC=C12)NC(OC(C)(C)C)=O)[C@@H]1[C@H](C1)C1=NC=CC(=N1)C |r| rac-tert-butyl (4-(((tert-butyldimethylsilyl)oxy)methyl)-2-((1S*,2S*)-2-(4-methylpyrimidin-2-yl)cyclopropyl)quinolin-7-yl)carbamate